5-(5,5-difluoro-4-hydroxy-4-methyl-3-(trifluoromethyl)-4,5,6,7-tetrahydro-1H-indol-1-yl)-2-fluorobenzonitrile FC1(C(C=2C(=CN(C2CC1)C=1C=CC(=C(C#N)C1)F)C(F)(F)F)(C)O)F